methyl 4-amino-7-bromo-1-(4-iodophenyl)-2-oxo-1,2-dihydro-1,8-naphthyridine-3-carboxylate NC1=C(C(N(C2=NC(=CC=C12)Br)C1=CC=C(C=C1)I)=O)C(=O)OC